ClC1=NN2C(C(NC3=CC(=CC=C23)CN2CCC(=CC2)C=2C=NC(=CC2)C(=O)NC)=O)=C1 1'-((2-chloro-4-oxo-4,5-dihydropyrazolo[1,5-a]quinoxalin-7-yl)methyl)-N-methyl-1',2',3',6'-tetrahydro-[3,4'-bipyridine]-6-carboxamide